styrene octyl-acrylate 1,3-naphthalenedisulfonate C1(=CC(=CC2=CC=CC=C12)S(=O)(=O)O)S(=O)(=O)O.C(CCCCCCC)OC(C=C)=O.C=CC1=CC=CC=C1